4-oxo-1,4-dihydro-quinoline-3-carboxylic acid O=C1C(=CNC2=CC=CC=C12)C(=O)O